3-[2-[Ethyl(propyl)amino]ethyl]-1H-indol-4-ol C(C)N(CCC1=CNC=2C=CC=C(C12)O)CCC